O=C(COC1=CC=NC2=CC(=CC=C12)Cl)CCCC=1N=NC=CN1 4-(2-oxo-(1,2,4-triazin-3-yl)-pentoxy)-7-chloroquinoline